(E)-2-[2-[6-(2-sulfanylphenoxy)pyrimidin-4-yloxy]phenyl]-3-methoxyphenylacrylic acid methyl ester COC(C(=C)C1=C(C(=CC=C1)OC)C1=C(C=CC=C1)OC1=NC=NC(=C1)OC1=C(C=CC=C1)S)=O